FC1=CC(=C(C=C1C=1C=NC(=NC1)N1CCN(CC1)C(C)C)NC(=O)C1=CN(C(C=C1C(F)(F)F)=O)C)N1C[C@H](N(CC1)C)C N-[4-fluoro-5-[2-(4-prop-2-ylpiperazin-1-yl)pyrimidin-5-yl]-2-[(3R)-3,4-dimethylpiperazin-1-yl]phenyl]-1-methyl-6-oxo-4-(trifluoromethyl)pyridine-3-carboxamide